BrC(=CC1=CC(=C(C=C1)C1=C(C=C(N=N1)N[C@H]1CN(CCC1)C)C)OCOCC)Br (R)-6-(4-(2,2-dibromovinyl)-2-(ethoxymethoxy)phenyl)-5-methyl-N-(1-methylpiperidin-3-yl)pyridazin-3-amine